C(C)(C)(C)OC(=O)N1CC(C1)(F)COCC1=C(C=C(C(=C1)F)C(=O)OC(C)(C)C)C1CC1 3-(((4-(tert-Butoxycarbonyl)-2-cyclopropyl-5-fluorobenzyl)oxy)methyl)-3-fluoroazetidine-1-carboxylic acid tert-butyl ester